N-isopropyl-5-nitropyridine-2,3-diamine C(C)(C)NC1=NC=C(C=C1N)[N+](=O)[O-]